tris[2-(butoxycarbonyl)-phenoxy]aluminum C(CCC)OC(=O)C1=C(O[Al](OC2=C(C=CC=C2)C(=O)OCCCC)OC2=C(C=CC=C2)C(=O)OCCCC)C=CC=C1